tert-butyl N-ethyl-N-[5-fluoro-3-methyl-2-OXO-3-[(3R)-3-(4-fluorosulfonyl-3-methoxy-phenoxy)-1-piperidyl]indolin-7-yl]carbamate C(C)N(C(OC(C)(C)C)=O)C=1C=C(C=C2C(C(NC12)=O)(N1C[C@@H](CCC1)OC1=CC(=C(C=C1)S(=O)(=O)F)OC)C)F